C(C(=C)C)(=O)OCC(COCCC[Si](O[Si](C)(C)C)(O[Si](C)(C)C)O[Si](C)(C)C)O (3-methacryloxy-2-hydroxypropoxy)propyl-TRIS(trimethylsiloxy)silane